N-(2-chloro-4-(trifluoromethyl)phenyl)acetamide ClC1=C(C=CC(=C1)C(F)(F)F)NC(C)=O